2-((1r,4r)-4-methoxycyclohexyl-amino)pyrimidine-5-carbonitrile COC1CCC(CC1)NC1=NC=C(C=N1)C#N